OC1=CC=C2C(=CC=NC2=C1)N1CCN(CC1)C(=O)OC(C)(C)C Tert-butyl 4-(7-hydroxyquinolin-4-yl)piperazin-yl-carboxylate